5-methyl-N-[(1S,2S,3S,5R)-2,6,6-trimethylnorpinan-3-yl]-1H-pyrrolo[2,3-c]pyridine-2-carboxamide CC=1C=C2C(=CN1)NC(=C2)C(=O)N[C@@H]2[C@H]([C@H]1C([C@@H](C2)C1)(C)C)C